BrC=1C=CC(=NC1)NS1SC2=C(N1)C=CC=C2 N-(5-bromopyridin-2-yl)benzodithiazol-2-amine